1-(4-(2-chloroacetamido)benzyl)-3-(5,5-dimethyl-1,3-dioxan-2-yl)-2-oxoindol ClCC(=O)NC1=CC=C(CN2C(C(C3=CC=CC=C23)C2OCC(CO2)(C)C)=O)C=C1